ethyl (1-(6-(2-carbamoyl-6-(trifluoromethoxy)-1H-indol-1-yl)pyridin-2-yl)cyclobutyl)glycinate C(N)(=O)C=1N(C2=CC(=CC=C2C1)OC(F)(F)F)C1=CC=CC(=N1)C1(CCC1)NCC(=O)OCC